8-((4-((cyclopropylmethyl)(3-fluorophenyl)amino)cyclohexyl)(methyl)amino)-5-methyl-6-oxo-5,6-dihydro-1,5-naphthyridine-2-carbonitrile C1(CC1)CN(C1CCC(CC1)N(C1=CC(N(C=2C=CC(=NC12)C#N)C)=O)C)C1=CC(=CC=C1)F